2'-chloro-6-cyclopropyl-5'-methoxy-[4,4'-bipyridine]-3-carboxylic acid ClC1=NC=C(C(=C1)C1=C(C=NC(=C1)C1CC1)C(=O)O)OC